BrCC(=O)C1=NC=C(C=C1)Br 2-bromo-1-(5-bromopyridin-2-yl)ethanone